4-(2,2-diethoxyethyl)morpholine ethyl-2-(4-bromopyrazol-1-yl)-2-tetrahydropyran-4-yl-acetate C(C)OC(C(C1CCOCC1)N1N=CC(=C1)Br)=O.C(C)OC(CN1CCOCC1)OCC